di-methyl(dioctadecyl)azanium chloride [Cl-].C[N+](CCCCCCCCCCCCCCCCCC)(CCCCCCCCCCCCCCCCCC)C